NN1CCN(CC1)C1=CC=CC=2OC(COC21)C 5-(4-aminopiperazin-1-yl)-2-methyl-2,3-dihydro-1,4-benzodioxine